1-[[2-(2-fluoropropoxy)pyridin-4-yl]methyl]-3-[(1r,3r)-3-(trifluoromethyl)cyclobutyl]urea FC(COC1=NC=CC(=C1)CNC(=O)NC1CC(C1)C(F)(F)F)C